ClC1=NN(C2=CC=C(C=C12)C(=O)O)C 3-chloro-1-methyl-1H-indazole-5-carboxylic acid